N-Oleyl-Leucine C(CCCCCCC\C=C/CCCCCCCC)N[C@@H](CC(C)C)C(=O)O